C(#N)C1=CC(=C(COC2=CC=CC(=N2)N2CCN(CC2)C(=O)[O-])C=C1)F 4-(6-((4-Cyano-2-fluorobenzyl)oxy)pyridin-2-yl)piperazine-1-carboxylate